Dimethyl [2-(4-chloro-3-fluorophenyl)-2-oxoethyl]propanedioate ClC1=C(C=C(C=C1)C(CC(C(=O)OC)C(=O)OC)=O)F